CC(=CCC/C(=C/CC/C(=C/CSC[C@@H](C(=O)[O-])[NH3+])/C)/C)C The molecule is an amino acid zwitterion arising from transfer of a proton from the carboxy to the amino group of S-[(2E,6E)]-farnesyl-L-cysteine; major species at pH 7.3. It is an amino acid zwitterion and a S-polyprenyl-L-cysteine zwitterion. It is a tautomer of a S-[(2E,6E)-farnesyl]-L-cysteine.